Cl.C(C)(C)(C)OC(N[C@@H]1[C@@H]2CC[C@H](C1)N2)=O |o1:8,9,12| ((1S,2S,4R)-rel-7-azabicyclo[2.2.1]hept-2-yl)carbamic acid tert-butyl ester hydrochloride